C(C)(C)(C)OC(=O)N[C@H](C(=O)OCC)[C@@H]1CC(CCCC1)=O Ethyl (2S)-2-(tert-butoxycarbonylamino)-2-[(1S)-3-oxocycloheptyl]acetate